C(OC1=CC(=CC=C1)C(F)(F)F)(OC1=CC(=CC=C1)C(F)(F)F)=O bis(m-trifluoromethylphenyl) carbonate